(S)-5-(2-ethynyl-4'-fluoro-[1,1'-biphenyl]-4-yl)-6-methyl-3,6-dihydro-2H-1,3,4-oxadiazin-2-one C(#C)C1=C(C=CC(=C1)C1=NNC(O[C@H]1C)=O)C1=CC=C(C=C1)F